FC(C1=C(C=CC(=C1)C(F)(F)F)C1=NC(=C2C(=N1)N(N=C2)C2=CC(=CC=C2)Cl)NC(=O)C=2SC(=CC2)[N+](=O)[O-])(F)F N-(6-(2,4-bis(trifluoromethyl)phenyl)-1-(3-chlorophenyl)-1H-pyrazolo[3,4-d]pyrimidin-4-yl)-5-nitrothiophene-2-carboxamide